BrC=1C2=CC=CC=C2C(=C2C=CC=CC12)C1=C(C=C(C=C1C)C)C 9-bromo-10-(2,4,6-trimethylphenyl)anthracene